(R)-(5-((4-(difluoromethoxy)phenyl)sulfonyl)-3,4,5,6-tetrahydropyrrolo[3,4-c]pyrrol-2(1H)-yl)(tetrahydrofuran-3-yl)methanone FC(OC1=CC=C(C=C1)S(=O)(=O)N1CC2=C(C1)CN(C2)C(=O)[C@H]2COCC2)F